(S)-3-(5-(4-((1-(6-(1-fluoro-7-phenyl-3,8,9,10-tetrahydrocyclohepta[e]indazol-6-yl)pyridin-3-yl)piperidin-4-yl)methyl)piperazin-1-yl)-1-oxoisoindolin-2-yl)piperidine-2,6-dione FC1=NNC=2C=CC3=C(C12)CCCC(=C3C3=CC=C(C=N3)N3CCC(CC3)CN3CCN(CC3)C=3C=C1CN(C(C1=CC3)=O)[C@@H]3C(NC(CC3)=O)=O)C3=CC=CC=C3